5-(3-{[(tert-butyldimethylsilyl)oxy]methyl}-2-fluorophenyl)-3-fluoro-2-[3-(2-fluoroethoxy)azetidin-1-yl]pyridine [Si](C)(C)(C(C)(C)C)OCC=1C(=C(C=CC1)C=1C=C(C(=NC1)N1CC(C1)OCCF)F)F